2-fluoro-N-(6-(4-methyl-1H-imidazol-2-yl)benzo[d]thiazol-2-yl)cyclopropane-1-carboxamide FC1C(C1)C(=O)NC=1SC2=C(N1)C=CC(=C2)C=2NC=C(N2)C